FC1=C(C=CC(=C1C(=O)C1=NNC2=NC=C(C=C21)C2=CC=C(C=C2)C)F)NS(=O)(=O)CCC N-(2,4-difluoro-3-(5-p-tolyl-1H-pyrazolo[3,4-b]pyridine-3-carbonyl)phenyl)propane-1-sulfonamide